FC(C1(CC1)COC1CC2(CN(C2)C(=O)N2C[C@H](CC2)C(=O)N)C1)(F)F (3S)-1-[6-[[1-(trifluoromethyl)cyclopropyl]methoxy]-2-azaspiro[3.3]heptane-2-carbonyl]pyrrolidine-3-carboxamide